4-(4-((2,6-dioxopiperidin-3-yl)amino)-2-fluoro-5-methoxyphenyl)piperazine-1-carboxylic acid tert-butyl ester C(C)(C)(C)OC(=O)N1CCN(CC1)C1=C(C=C(C(=C1)OC)NC1C(NC(CC1)=O)=O)F